BrCC(COCC1=CC=C(C=C1)OC)C1=CC=CC=C1 1-[(3-bromo-2-phenylpropoxy)methyl]-4-methoxybenzene